2-(2-cyclohexylpropyl)-1,4-dihydroisoquinolin-3(2H)-one C1(CCCCC1)C(CN1CC2=CC=CC=C2CC1=O)C